FC1=CC=C(C=C1)C1=C(N(C=C1I)C)C(=O)N 3-(4-fluorophenyl)-4-iodo-1-methyl-1H-pyrrole-2-carboxamide